N-benzyl-N'-benzyl-azauracil C(C1=CC=CC=C1)N1C(=O)N(C(=O)N=C1)CC1=CC=CC=C1